FC1=CC=C(O[C@H]2CN(CC2)C=2C=3N(N=C(C2)C=2C(NC(NC2)=O)=O)C=CN3)C=C1 (R)-5-(8-(3-(4-fluorophenoxy)pyrrolidin-1-yl)imidazo[1,2-b]pyridazin-6-yl)pyrimidine-2,4(1H,3H)-dione